N-(3-methylpentyl)butane-1,4-diamine CC(CCNCCCCN)CC